BrC1=CC=2SC(=CC2S1)CCCCC 5-bromo-2-pentylthieno[3,2-b]thiophene